C(C=C)C1=CC=CC=2N(C3=CC=CC=C3CC12)C allyl-10-methylacridine